CC(C)CCC[C@@H](C)[C@H]1CC[C@H]2[C@@H]3CC=C4[14CH2][C@@H](O)CC[C@]4(C)[C@H]3CC[C@]12C [4-14C]cholesterol